1-(cyclohexane-3-en-1-ylmethyl)piperazine C1(CC=CCC1)CN1CCNCC1